C(C)CC(CC(=O)OOC(C)C)=O.C(C)CC(CC(=O)OOC(C)C)=O.[Ti] titanium diisopropoxy bis(ethyl acetoacetate)